O1C(=CC2=C1C=CC=C2)C(=O)C=2SC=CC2 benzofuran-2-yl(thiophen-2-yl)methanone